(tert-butyl)-L-serine C(C)(C)(C)N[C@@H](CO)C(=O)O